(4S)-8-bromo-7-chloro-6-(3-fluoro-2-pyridinyl)-4-methyl-4H-[1,2,4]Triazolo[4,3-a][1,4]Benzodiazepine BrC=1C=CC2=C(C(=N[C@H](C=3N2C=NN3)C)C3=NC=CC=C3F)C1Cl